1-isopropyl-3-(4-(ethylsulfonyl)phenyl)-5-methyl-pyrazol-4-ol C(C)(C)N1N=C(C(=C1C)O)C1=CC=C(C=C1)S(=O)(=O)CC